3-hydroxy-phenoxazine OC=1C=CC=2NC3=CC=CC=C3OC2C1